Chloride Monohydrate O.[Cl-]